tert-butyl N-[(6-chloro-3-pyridyl)-methyl-oxo-lambda6-sulfanylidene]carbamate ClC1=CC=C(C=N1)S(=NC(OC(C)(C)C)=O)(=O)C